Cl.CN1C=NC(=C1C=1N=NN(C1)C=1C=C(C(=O)O)C=CC1)C 3-[4-(1,4-dimethyl-1H-imidazol-5-yl)-1H-1,2,3-triazol-1-yl]benzoic acid hydrochloride